2-(4-Methylpiperazin-1-yl)-1-(4-(5-(trifluoromethyl)-1,2,4-oxadiazol-3-yl)phenyl)ethan-1-on CN1CCN(CC1)CC(=O)C1=CC=C(C=C1)C1=NOC(=N1)C(F)(F)F